ClC1=C(C=CC=C1)NC(NC=1C=C(C=CC1)C1=CC=CS1)=O 5-(3-(3-(2-chlorophenyl)ureido)phenyl)-1H-thiophene